FC1=CC2=C(N(C(N=C2N2CC=3N(CC2)C(=NC3)C=C)=O)C(C)C)N=C1C1=C(C=CC=C1O)F 6-fluoro-7-(2-fluoro-6-hydroxyphenyl)-1-isopropyl-4-(3-vinyl-5,6-dihydro-imidazo[1,5-a]pyrazin-7(8H)-yl)pyrido[2,3-d]pyrimidin-2(1H)-one